NC=1C(=CC(=C(C(=O)OC)C1)C(C)(C)C)C(C)(C)C methyl 5-amino-2,4-di-tert-butylbenzoate